rac-tert-butyl (RS)-2-bromo-4-methyl-3-(pyridin-4-yl)-6,7-dihydropyrazolo[1,5-a]pyrazine-5(4H)-carboxylate BrC1=NN2C([C@H](N(CC2)C(=O)OC(C)(C)C)C)=C1C1=CC=NC=C1 |r|